BrC=1C=CC(=NC1)OC1CC(C1)O 3-((5-bromopyridin-2-yl)oxy)cyclobutan-1-ol